C(C)NC(=O)NC1=NC2=C(N1)C=CC(=C2)C2=C(C(=CC=C2)CC2=NNC(C1=CC=CC=C21)=O)OC 1-ethyl-3-(5-(2-methoxy-3-((4-oxo-3,4-dihydrophthalazin-1-yl)methyl)phenyl)-1H-benzimidazol-2-yl)urea